C(CC)NC(O[C@H]1C[C@H](CC1)C1=CC(=NN1)NC(=O)C=1C(=NC(=CC1)C)C)=O (1R,3S)-3-(3-{[(2,6-dimethylpyridin-3-yl)carbonyl]amino}-1H-pyrazol-5-yl)cyclopentyl propylcarbamate